disuccinimidyl tartarate C(C(O)C(O)C(=O)ON1C(CCC1=O)=O)(=O)ON1C(CCC1=O)=O